C(CCCCCCCCCCCCCCC)(=O)C(C(C(=O)[O-])CC(O)CO)(C(=O)[O-])C(CCCCCCCCCCCCCCC)=O dipalmitoyl-glyceryl-succinate